(S)-2,2-Difluorocyclopropylcarboxylic acid FC1([C@@H](C1)C(=O)O)F